Trans-3-cyclopropyl-N-(4-methyl-3-pyridin-2-ylphenyl)cyclobutane-1-carboxamide C1(CC1)[C@@H]1C[C@H](C1)C(=O)NC1=CC(=C(C=C1)C)C1=NC=CC=C1